C(=O)(OC(C)(C)C)N1N=C(C(=C1)C)B1OC(C)(C)C(C)(C)O1 1-BOC-4-Methyl-pyrazole-3-boronic acid pinacol ester